triacontanealdehyde 3,4-dihydroxybutylbenzeneButanesulfonate OC(CCOS(=O)(=O)CCCCC1=CC=CC=C1)CO.C(CCCCCCCCCCCCCCCCCCCCCCCCCCCCC)=O